(4-(5-(tert-butyl)-1,2,4-oxadiazol-3-yl)phenyl)(4-(7-chlorooxazolo[4,5-b]pyridin-2-yl)piperazin-1-yl)methanone C(C)(C)(C)C1=NC(=NO1)C1=CC=C(C=C1)C(=O)N1CCN(CC1)C=1OC=2C(=NC=CC2Cl)N1